C(C)(=O)OCC\C=C\CCC\C=C/C\C=C/CC (3E,8Z,11Z)-3,8,11-Tetradecatrienyl acetate